CC1OB(OC1C)C=1CCN(CC1)C(=O)OC(C)(C)C tert-butyl 4-(4,5-dimethyl-1,3,2-dioxaborolan-2-yl)-3,6-dihydropyridine-1(2H)-carboxylate